bis-[2-(methanesulfonyloxy)-4-ethyl-phenyl]urea CS(=O)(=O)OC1=C(C=CC(=C1)CC)NC(NC1=C(C=C(C=C1)CC)OS(=O)(=O)C)=O